3-[5-(prop-2-yl)-1,3-thiazol-2-yl]-5-[(3S)-tetrahydrofuran-3-ylmethoxy]benzamide CC(C)C1=CN=C(S1)C=1C=C(C(=O)N)C=C(C1)OC[C@@H]1COCC1